C(C)(C)N1N=C(C(=C1C)O)C1=C(C=C(C=C1C)C)C 1-isopropyl-3-mesityl-5-methyl-1H-pyrazole-4-ol